C(C=C)(=O)N1[C@H](CN(C[C@H]1C)C1=C(C(N(C2=CC(=C(C=C12)Cl)C1=C(C(=C(C(=C1F)Cl)F)Cl)N)C=1C(=NC=CC1C)C(C)C)=O)C#N)C 4-((3s,5r)-4-propenoyl-3,5-dimethylpiperazin-1-yl)-7-(2-amino-3,5-dichloro-4,6-difluorophenyl)-6-chloro-1-(2-isopropyl-4-methylpyridin-3-yl)-2-oxo-1,2-dihydroquinoline-3-carbonitrile